N-(2,4-dimethylpentan-3-yl)-4-methoxybenzamide CC(C)C(C(C)C)NC(C1=CC=C(C=C1)OC)=O